4-chloro-2-methyl-6-(methylamino)pyridine-3-carbonitrile ClC1=C(C(=NC(=C1)NC)C)C#N